C(C)(C)(C)OC(C[C@H](NC(=O)OCC1C2=CC=CC=C2C=2C=CC=CC12)C(=O)O)=O N-[(9H-fluoren-9-ylmethoxy)carbonyl]-L-aspartic acid 4-tert-butyl ester